C(C(O)C)(=O)N[C@@H](CCCCN)C(=O)O lactoyl-lysine